FC1=CC=C(C=C1)C1CN(C1)CC(=O)N1CC2CCC(C1)N2C2=NC=C(C#N)C=C2 6-(3-(2-(3-(4-fluorophenyl)azetidin-1-yl)acetyl)-3,8-diazabicyclo[3.2.1]octan-8-yl)nicotinonitrile